FC1=C(C(=C(C=C1)[C@H]1[C@@H](O[C@](C1)(C(F)(F)F)C)C(=O)NC1=CC(=NC=C1)C(=O)OC)OC)C |r| Methyl rac-4-((2R,3S,5R)-3-(4-fluoro-2-methoxy-3-methylphenyl)-5-methyl-5-(trifluoromethyl)tetrahydrofuran-2-carboxamido)picolinate